C1(=CC=CC=C1)C1=C2C(=C(C=3C=4C=CC(=C5C=CC=C(C13)C54)C=5C=CC(=C(C#N)C5)C5=CC4=CC=CC=C4C=C5)C5=CC=CC=C5)C=CC=C2 5-(7,12-diphenylbenzo[k]fluoranthen-3-yl)-2-(naphthalen-2-yl)benzonitrile